CC(=O)N[C@@H]1[C@H]([C@@H]([C@H](O[C@H]1OC)CO[C@H]2[C@@H]([C@H]([C@@H]([C@H](O2)CO)O[C@H]3[C@@H]([C@H]([C@H]([C@H](O3)CO)O)O)O)O)O)O[C@H]4[C@@H]([C@H]([C@H]([C@H](O4)CO)O)O)O)O The molecule is a methyl glycoside that is beta-D-Gal-(1->4)-[beta-D-Gal-(1->4)-beta-D-Glc-(1->6)]-beta-D-GlcNAc in which the hydroxy group at the reducing-end anomeric centre is methylated. It derives from a beta-D-Galp-(1->4)-[beta-D-Galp-(1->4)-beta-D-Glcp-(1->6)]-beta-D-GlcpNAc.